bis(2-(2,4-difluorophenyl)quinoline) (picolinate) iridium (iii) [Ir+3].N1=C(C=CC=C1)C(=O)[O-].FC1=C(C=CC(=C1)F)C1=NC2=CC=CC=C2C=C1.FC1=C(C=CC(=C1)F)C1=NC2=CC=CC=C2C=C1.N1=C(C=CC=C1)C(=O)[O-].N1=C(C=CC=C1)C(=O)[O-]